COC(C1=C(C=C(C(=C1)OC)N)C)=O methyl-4-amino-5-methoxy-2-methyl-benzoate